N,N-dimethyl-1-[[6-[4-[(3R)-3-[(2,5,7-trimethyl-[1,2,4]triazolo[1,5-a]pyrimidin-6-yl)oxy]pyrrolidin-1-yl]phenyl]pyridazin-3-yl]methyl]azetidin-3-amine CN(C1CN(C1)CC=1N=NC(=CC1)C1=CC=C(C=C1)N1C[C@@H](CC1)OC=1C(=NC=2N(C1C)N=C(N2)C)C)C